(3',4'-dihydroxyphenyl)-γ-valerolactone OC=1C=C(C=CC1O)C1C(=O)OC(C1)C